3-amino-2,4,6-triiodobenzoic acid NC=1C(=C(C(=O)O)C(=CC1I)I)I